ClCC1=CC=C(C=C1)N=C=O 4-(chloromethyl)phenyl isocyanate